C(C1=CC=CC=C1)OC=1C=CC2=C(CN(S(O2)(=O)=O)CC=2C=C(C=CC2C)C(CC(=O)OCC)C2=C(C3=C(N(N=N3)CCCOCC3=CC=CC=C3)C=C2)C)C1 ethyl 3-(3-{[6-(benzyloxy)-2,2-dioxo-2H-1,2λ6,3-benzoxathiazin-3(4H)-yl]methyl}-4-methylphenyl)-3-{1-[3-(benzyloxy)propyl]-4-methyl-1H-benzotriazol-5-yl}propanoate